O(C1=C(C=CC=C1)S(=O)(=O)NN)C1=C(C=CC=C1)S(=O)(=O)NN oxybis(benzenesulfonhydrazide)